4-[2-[(E)-5-[3-(Benzenesulfonamido)phenyl]pent-4-enoxy]phenyl]butanoic acid C1(=CC=CC=C1)S(=O)(=O)NC=1C=C(C=CC1)/C=C/CCCOC1=C(C=CC=C1)CCCC(=O)O